methyl (2S,3S)-5-((E)-3-ethoxy-3-oxoprop-1-en-1-yl)-2-(4-hydroxyphenyl)-2,3-dihydrobenzofuran-3-carboxylate C(C)OC(/C=C/C=1C=CC2=C([C@@H]([C@H](O2)C2=CC=C(C=C2)O)C(=O)OC)C1)=O